2-naphthalenyl-phenylmethanone C1(=CC=CC2=CC=CC=C12)C1=C(C=CC=C1)C=O